CN[C@@H](CC(C)C)C(=O)N1C[C@]2(C[C@H]1C(=O)N)C(NN=C(C2)C2=CC=CC=C2)=O (3S,5R)-2-(methyl-L-leucyl)-6-oxo-9-phenyl-2,7,8-triazaspiro[4.5]dec-8-ene-3-carboxamide